O=C1NC(CCC1N1C(C2=CC=C(C=C2C1=O)CN1CCC(=CC1)C1=CC=CC2=C(C=CC=C12)F)=O)=O 2-(2,6-dioxopiperidin-3-yl)-5-((4-(5-fluoronaphthalen-1-yl)-3,6-dihydropyridin-1(2H)-yl)methyl)isoindoline-1,3-dione